5,5',5'',5'''-(4-(2-(pyridin-3-yl)phenyl)pyridine-2,3,5,6-tetrayl)tetrakis(5H-pyrido[4,3-b]indole) N1=CC(=CC=C1)C1=C(C=CC=C1)C1=C(C(=NC(=C1N1C2=C(C=3C=CC=CC13)C=NC=C2)N2C1=C(C=3C=CC=CC23)C=NC=C1)N1C2=C(C=3C=CC=CC13)C=NC=C2)N2C1=C(C=3C=CC=CC23)C=NC=C1